OC(C1CCC(CC1)C(C)C)=O 7-hydroxy-p-menthan-7-one